FC(C=1C=C(C=C(C1)C(F)(F)F)C1=NN(C=N1)\C=C/C(=O)NN(C(CN1CCOCC1)=O)C)(F)F (Z)-3-(3-(3,5-bis(trifluoromethyl)phenyl)-1H-1,2,4-triazol-1-yl)-N'-methyl-N'-(2-morpholinoacetyl)acrylohydrazide